6-(4-chlorophenyl)-2-(cyclohexylmethyl)pyridazin-3(2H)-one ClC1=CC=C(C=C1)C=1C=CC(N(N1)CC1CCCCC1)=O